ClC=1N=C(C2=C(N1)N=CC=C2)N2CC=1C=C(C=NC1CC2)C2=CN=C(S2)C 5-[6-(2-chloropyrido[2,3-d]pyrimidin-4-yl)-7,8-dihydro-5H-1,6-naphthyridin-3-yl]-2-methyl-thiazole